N1-(4-(4-ethylpiperidin-1-yl)-2-methylphenyl)cyclohexane-1,4-diamine C(C)C1CCN(CC1)C1=CC(=C(C=C1)NC1CCC(CC1)N)C